4-chloro-6-methyl-2-(thiazol-2-yl)thieno[2,3-d]pyrimidine ClC=1C2=C(N=C(N1)C=1SC=CN1)SC(=C2)C